3-(difluoromethoxy)-N-(4-(2,5-difluorophenyl)-2-(5,5-difluorotetrahydro-2H-pyran-2-yl)pyridin-3-yl)isoxazole-5-carboxamide FC(OC1=NOC(=C1)C(=O)NC=1C(=NC=CC1C1=C(C=CC(=C1)F)F)C1OCC(CC1)(F)F)F